[Si](C)(C)(C(C)(C)C)OC1CC(C1)(C(=O)OC(C)(C)C)C1=CC(=CC=C1)Cl tert-butyl 3-((tert-butyldimethylsilyl)oxy)-1-(3-chlorophenyl)cyclobutane-1-carboxylate